BrC=1C=C(C=2C=NN(C2C1)C1OCCCC1)C#N 6-bromo-1-tetrahydropyran-2-yl-indazole-4-carbonitrile